C(C)C(C(=O)OC)CC(=O)C1=CC2=C(S1)C=C(C(=C2)OC(C)C)OC methyl 2-ethyl-4-(5-isopropoxy-6-methoxybenzo[b]thiophene-2-yl)-4-oxobutanoate